C12(CC3CC(CC(C1)C3)C2)CNC(CN2C(C(=CC=C2)NC([C@H](CCC(C(=O)NCC)=O)NC(C2=CN=CC(=C2)[N+](=O)[O-])=O)=O)=O)=O (S)-N1-(1-(2-(1-Adamantylmethylamino)-2-oxoethyl)-2-oxo-1,2-dihydropyridin-3-yl)-N6-ethyl-2-(5-nitronicotinamido)-5-oxohexandiamid